C=N Methyleneamine